N-((1R)-3-Cyano-3-azabicyclo[3.1.0]hexan-1-yl)-4-(4-(phenylamino)pyridin-3-yl)benzamid C(#N)N1C[C@]2(CC2C1)NC(C1=CC=C(C=C1)C=1C=NC=CC1NC1=CC=CC=C1)=O